C1=CC=C2CNCC[C@H]3C2=C1C1C(C3)CCC1 (7aS)-5,6,7,7a,8,8a,9,10,11,11a-Decahydro-4H-cyclopenta[5,6]naphtho[1,8-cd]azepin